Ethyl 6-cyclopropyl-1-oxido-pyridinium-3-carboxylate C1(CC1)C1=CC=C(C=[N+]1[O-])C(=O)OCC